(1R,3s,5S)-8-((4-(difluoromethoxy)phenyl)sulfonyl)-N-((tetrahydro-2H-pyran-4-yl)methyl)-8-azabicyclo[3.2.1]octan-3-amine FC(OC1=CC=C(C=C1)S(=O)(=O)N1[C@H]2CC(C[C@@H]1CC2)NCC2CCOCC2)F